ClC1=C(C=C(OC2=C(N=NN2)C(=O)O)C=C1)C#CC(C)(C)O 5-(4-chloro-3-(3-hydroxy-3-methylbut-1-ynyl)phenoxy)-1H-1,2,3-triazole-4-carboxylic acid